((1S,6R,7R)-7-(2-fluorophenyl)-3-(3-(isoquinolin-7-yl)-1H-pyrazolo[3,4-b]pyrazin-6-yl)-3-azabicyclo[4.1.0]heptan-7-yl)methanamine FC1=C(C=CC=C1)[C@]1([C@@H]2CCN(C[C@H]12)C1=CN=C2C(=N1)NN=C2C2=CC=C1C=CN=CC1=C2)CN